[Ru+](Cl)Cl.C1(=CC=CC=C1)C([PH2+]CCCCCC(C1=CC=CC=C1)(C1=CC=CC=C1)C1=CC=CC=C1)[PH2+]CCCCCC(C1=CC=CC=C1)(C1=CC=CC=C1)C1=CC=CC=C1 phenylmethylenebis(triphenylhexylphosphonium) ruthenium dichloride